3,5-bis(2-pyridylphenylmethylene)-4-piperidone N1=C(C=CC=C1)C(=C1CNCC(C1=O)=C(C1=CC=CC=C1)C1=NC=CC=C1)C1=CC=CC=C1